5-(2-fluoro-4-(4,4,5,5-tetramethyl-1,3,2-dioxaborolan-2-yl)phenyl)-3-methyl-6,7-dihydropyrazolo[1,5-a]pyrazin-4(5H)-one FC1=C(C=CC(=C1)B1OC(C(O1)(C)C)(C)C)N1C(C=2N(CC1)N=CC2C)=O